Pentafluorophenyl-diphenyl-phosphine FC1=C(C(=C(C(=C1P(C1=CC=CC=C1)C1=CC=CC=C1)F)F)F)F